C(C)(C)(C)N1C(=NC2=C1C=C(C(=C2)C)C#N)NC(C[C@](C)(O)C2=C(C=CC=C2)F)=O (S)-N-(1-(tert-butyl)-6-cyano-5-methyl-1H-benzo[d]imidazol-2-yl)-3-(2-fluorophenyl)-3-hydroxybutanamide